tert-butyl N-[3-(4-aminophenyl)propyl]-N-methyl-carbamate NC1=CC=C(C=C1)CCCN(C(OC(C)(C)C)=O)C